[Sn].[Ga].[In] indium gallium tin